N1(C=NC=C1)CCC(=O)O 3-imidazole-1-yl-propionic acid